((4R,5R)-5-(2-nitrophenyl)-2-phenyl-1,3-dioxolan-4-yl)methanol [N+](=O)([O-])C1=C(C=CC=C1)[C@@H]1[C@H](OC(O1)C1=CC=CC=C1)CO